OC[C@@H]1[C@H]([C@@H]([C@@H]2[C@H](O1)CC(O2)O)O)O (3aR,5R,6S,7S,7aR)-5-(hydroxymethyl)hexahydro-2H-furo[3,2-b]pyran-2,6,7-triol